rac-((7s,8r)-8-fluoro-7-methyl-1,4-dioxaspiro[4.5]decan-7-yl)methylamine F[C@H]1[C@](CC2(OCCO2)CC1)(C)CN |r|